4-(1,1-dimethoxy-2-hydroxybutyl)-1,2-dimethoxybenzene COC(C(CC)O)(OC)C1=CC(=C(C=C1)OC)OC